3-(oxazole-5-yl)indole O1C=NC=C1C1=CNC2=CC=CC=C12